C(C)(=O)NC=1N=C2N(N=C(C=C2)C=2C(=CC(=C(C(=O)NCC3=C(C=CC(=C3)OC(F)(F)F)F)C2)OC([2H])([2H])[2H])C)C1 5-(2-acetamidoimidazo[1,2-b]pyridazin-6-yl)-N-(2-fluoro-5-(trifluoromethoxy)benzyl)-2-(methoxy-d3)-4-methylbenzamide